4-((1H-pyrazol-1-yl)methyl)-2-fluoro-5-methylbenzonitrile N1(N=CC=C1)CC1=CC(=C(C#N)C=C1C)F